C(C)OC1=C(C=CC(=C1F)F)C1C(OC(C1C)(C(F)(F)F)C)C(=O)O 3-(2-ethoxy-3,4-difluorophenyl)-4,5-dimethyl-5-(trifluoromethyl)tetrahydrofuran-2-carboxylic acid